COC1=CC=2N=CN=C(C2N=C1C1CCN(CC1)C(C=C)=O)NC1=CC(=C(C=C1)OC1=CC2=C(N(C=N2)C)C=C1)C 1-(4-(7-methoxy-4-((3-methyl-4-((1-methyl-1H-benzo[d]imidazol-5-yl)oxy)phenyl)amino)pyrido[3,2-d]pyrimidin-6-yl)piperidin-1-yl)prop-2-en-1-one